3-((3-(N-cyclopropylaminosulfonyl)-7-(2,4-dimethoxypyrimidin-5-yl)-5-fluoroquinolin-4-yl)amino)benzoic acid C1(CC1)NS(=O)(=O)C=1C=NC2=CC(=CC(=C2C1NC=1C=C(C(=O)O)C=CC1)F)C=1C(=NC(=NC1)OC)OC